FC(C(C1=CC=C(C=C1)C(F)(F)F)NCC1CN(C1)C(=O)N1C[C@@H]2[C@@H](OCC(N2)=O)CC1)(F)F (4aR,8aS)-6-[3-[[[2,2,2-Trifluoro-1-[4-(trifluoromethyl)phenyl]ethyl]amino]methyl]azetidine-1-carbonyl]hexahydro-2H-pyrido[4,3-b][1,4]oxazin-3(4H)-one